[I-].C(C1=CC=CC=C1)[N+](CCOC(C(=C)C)=O)(C)C benzyldimethyl[2-(2-methyl-1-oxoallyl)oxyethyl]ammonium iodide